CC12COC(C1)(C2)COC2=NC(N1C(C3=CC=C(C=C3CC1)O)=C2)=O 2-((4-methyl-2-oxabicyclo[2.1.1]hexane-1-yl)methoxy)-9-hydroxyl-6,7-dihydro-4H-pyrimido[6,1-a]isoquinolin-4-one